N1-((trans)-2-(4-(pyridin-3-yl)phenyl)cyclopropyl)cyclohexane-1,4-diamine N1=CC(=CC=C1)C1=CC=C(C=C1)[C@H]1[C@@H](C1)NC1CCC(CC1)N